2-oxo-2H-[1,4'-bipyridin]-4-yl trifluoromethanesulfonate FC(S(=O)(=O)OC1=CC(N(C=C1)C1=CC=NC=C1)=O)(F)F